COC1CCC(CC1)C=CC=1N=C(SC1)NC(OC(C)(C)C)=O tert-butyl (4-(2-((1r,4r)-4-methoxycyclohexyl)vinyl)thiazol-2-yl)carbamate